ClC=1C=CC2=C(NC(N(C2=O)C2=C(C(=CC=C2)Cl)Cl)=O)N1 7-chloro-3-(2,3-dichlorophenyl)pyrido[2,3-d]pyrimidine-2,4(1H,3H)-dione